C1=CC=CC2=C(C3=CC=CC=C3C(=C12)CCC(=O)O)CCC(=O)O Anthracene-9,10-dipropionic acid